N-(5-(2,6-Difluoro-4-methoxyphenyl)-2-(6-(3-hydroxypropoxy)-4-methoxypyridin-2-yl)-1-methyl-3-oxo-2,3-dihydro-1H-pyrazol-4-yl)-4-(difluoromethoxy)benzamide FC1=C(C(=CC(=C1)OC)F)C1=C(C(N(N1C)C1=NC(=CC(=C1)OC)OCCCO)=O)NC(C1=CC=C(C=C1)OC(F)F)=O